C(C1CO1)N(C1=CC(=C(OC2=C(C=C(C=C2)OC2=C(C=C(C=C2)N(CC2CO2)CC2CO2)C(F)(F)F)C(C)(C)C)C=C1)C(F)(F)F)CC1CO1 N,N,N',N'-tetraglycidyl-2,5-bis(2-trifluoromethyl-4-aminophenoxy)t-butylbenzene